5-icosyl-2-((1R,6S)-3-methyl-6-(prop-1-en-2-yl)cyclohex-2-enyl)benzene-1,3-diol C(CCCCCCCCCCCCCCCCCCC)C=1C=C(C(=C(C1)O)[C@@H]1C=C(CC[C@@H]1C(=C)C)C)O